C(C)(C)(C)OC(=O)N1CC(OCC1)C(NC1=C(C(=CC=C1)Br)[N+](=O)[O-])=O 2-((3-bromo-2-nitrophenyl)carbamoyl)-morpholine-4-carboxylic acid tert-butyl ester